(3-((5-fluoro-2-(1-methyl-1H-1,2,4-triazol-5-yl)pyridin-4-yl)oxy)azetidin-1-yl)methanone FC=1C(=CC(=NC1)C1=NC=NN1C)OC1CN(C1)C=O